6-amino-5-methyl-1H-indazole-7-carboxylic acid NC1=C(C=C2C=NNC2=C1C(=O)O)C